1-(1-(tert-butyl)ethyl)naphthalene palladium(II) dihydroxide [Pd](O)O.C(C)(C)(C)C(C)C1=CC=CC2=CC=CC=C12